CN1CCN(CC1)C1=CC=C(C=C1)NCC1=CC=C(C(=O)OC)C=C1 methyl 4-(((4-(4-methylpiperazin-1-yl)phenyl)amino)methyl)benzoate